BrC=1C(=C(C(=O)OC)C(=CC1)[N+](=O)[O-])F methyl 3-bromo-2-fluoro-6-nitrobenzoate